ClC=1C=C2C(=NC1OC)C(=C(N2C)C2=NC(=NN2)[C@@H](C(F)(F)F)OC)C=2C=NNC2 (S)-6-chloro-5-methoxy-1-methyl-3-(1H-pyrazol-4-yl)-2-(3-(2,2,2-trifluoro-1-methoxy-ethyl)-1H-1,2,4-triazol-5-yl)-1H-pyrrolo[3,2-b]pyridine